5-chloro-1-{[2-(trimethylsilyl)ethoxy]methyl}-2-pyrrolidinecarboxylic acid ClC1CCC(N1COCC[Si](C)(C)C)C(=O)O